COC1=CC=C(C=C1)CN1C(C2=C(C=CC=C2C1)[N+](=O)[O-])=O 2-[(4-methoxyphenyl)methyl]-7-nitro-2,3-dihydro-1H-isoindol-1-one